2-(4-bromo-3-chlorophenoxy)propionic acid methyl ester COC(C(C)OC1=CC(=C(C=C1)Br)Cl)=O